C12CNCC(CC1)N2C2=NC=1CCN(CC1C=C2)C(CC2=CC=C(C=C2)F)=O 1-(2-(3,8-diazabicyclo[3.2.1]octan-8-yl)-7,8-dihydro-1,6-naphthyridin-6(5H)-yl)-2-(4-fluorophenyl)ethan-1-one